2-[(1Z)-5-Fluoro-1-{[4-(4-fluorophenoxy)phenyl]methylidene}-2-methyl-1H-inden-3-yl]-N-hydroxy-N-methylacetamide FC=1C=C2C(=C(/C(/C2=CC1)=C/C1=CC=C(C=C1)OC1=CC=C(C=C1)F)C)CC(=O)N(C)O